7-methoxy-4'-hydroxyflavone COC1=CC=C2C(C=C(OC2=C1)C1=CC=C(C=C1)O)=O